methyl 3-(4-aminoisoquinolin-5-yl)benzoate NC1=CN=CC2=CC=CC(=C12)C=1C=C(C(=O)OC)C=CC1